6,6-dipropyloxyhexyllithium C(CC)OC(CCCCC[Li])OCCC